C1(=CC=CC=C1)C=1C=CC(=NC1)NC=1SC=C(N1)C1=NC=CC=C1 N-(5-phenylpyridin-2-yl)-4-(pyridin-2-yl)thiazol-2-amine